CC(CC1(NC(NC1=O)=O)CNC(=O)C1=NN(N=C1)C1=CC=CC=C1)(C)C N-{[4-(2,2-dimethylpropyl)-2,5-dioxoimidazolidin-4-yl]methyl}-2-phenyl-2H-1,2,3-triazole-4-carboxamide